4-({4-[({4-[methyl(methylsulfonyl)amino]pyridin-2-yl}methyl)amino]-5-(trifluoromethyl)pyrimidin-2-yl}amino)benzamide CN(C1=CC(=NC=C1)CNC1=NC(=NC=C1C(F)(F)F)NC1=CC=C(C(=O)N)C=C1)S(=O)(=O)C